(4-(difluoromethyl)phenyl)methanamine FC(C1=CC=C(C=C1)CN)F